bis(2,6-di-tert-butyl-4-sec-butylphenyl)pentaerythritol diphosphite OP(O)OP(O)O.C(C)(C)(C)C1=C(C(=CC(=C1)C(C)CC)C(C)(C)C)C(O)(C(CO)(CO)CO)C1=C(C=C(C=C1C(C)(C)C)C(C)CC)C(C)(C)C